CC1=C(N=CC(=N1)C(=O)NC1=CC(=NC=C1)C(F)(F)F)C1=C2C=CC=NC2=CC=C1 6-methyl-5-(quinolin-5-yl)-N-(2-(trifluoromethyl)pyridin-4-yl)pyrazine-2-carboxamide